1-methyl-N-(2-methyl-1-phenylpropan-2-yl)-1H-pyrrolo[3,2-b]pyridine-6-carboxamide CN1C=CC2=NC=C(C=C21)C(=O)NC(CC2=CC=CC=C2)(C)C